PRENYL THIOISOBUTYRATE C(C(C)C)(=S)OCC=C(C)C